OC=1C(=CC(=C2C=CC=NC12)[N+](=O)[O-])C(NC(CCC=1C=NC=CC1)=O)C1=CC=C(C=C1)OC N-[(8-hydroxy-5-nitroquinolin-7-yl)(4-methoxyphenyl)methyl]-3-(pyridin-3-yl)propanamide